[1,1':3',1''-terphenyl]-4,4''-diamine C1(=CC=C(C=C1)N)C1=CC(=CC=C1)C1=CC=C(C=C1)N